D-mandelamide C([C@H](O)C1=CC=CC=C1)(=O)N